C(#N)C1=NC2=CC=CC=C2C(=C1)N(C=1C=CC(=C(C1)C(C(=O)NO)CC#C)OC)C (5-((2-cyanoquinolin-4-yl)(methyl)amino)-2-methoxyphenyl)-N-hydroxypent-4-ynamide